(S)-N-((R)-6-chloro-1-((3,3-difluorocyclobutyl)carbamoyl)-2,3-dihydro-1H-inden-1-yl)-1-(4-cyanopyridin-2-yl)-N-(3-fluorophenyl)-5-oxopyrrolidine-2-carboxamide ClC1=CC=C2CC[C@@](C2=C1)(C(NC1CC(C1)(F)F)=O)N(C(=O)[C@H]1N(C(CC1)=O)C1=NC=CC(=C1)C#N)C1=CC(=CC=C1)F